CN1CCN(CC1)C1=C(C=CC=C1)NS(=O)(=O)C1=CC=C(C=C1)S(=O)(=O)C N-(2-(4-methylpiperazin-1-yl)phenyl)-4-(methylsulfonyl)benzenesulfonamide